N=1C=C2C3N=CC(=CC31)C2 3aH-3,6-methanopyrrolo[3,2-b]pyridine